[O+]1=C(C=CC2=CC=CC=C12)C1=CC=CC=C1 Flavylium